7-(cyclopentyl-(4-fluorobenzyl)amino)-4-(trifluoromethyl)-2H-benzopyran-2-one C1(CCCC1)N(C1=CC2=C(C(=CC(O2)=O)C(F)(F)F)C=C1)CC1=CC=C(C=C1)F